C(C)(C)(C)OC(=O)N1[C@@H](CC(C1)COC)C(=O)O (2S)-1-(t-butoxycarbonyl)-4-(methoxymethyl)-pyrrolidine-2-carboxylic acid